5-(2-methoxyethoxy)pyridine-2-carboxylic acid methyl ester COC(=O)C1=NC=C(C=C1)OCCOC